NCC1CCC(CC1)[N+]1=NOC(=C1)[N-]C(NC1=CC(=CC(=C1)C(F)(F)F)NC(CC1=CC=CC=C1)=O)=O (3-((1S,4S)-4-(Aminomethyl)cyclohexyl)-1,2,3-oxadiazol-3-ium-5-yl)((3-(2-phenyl-acetamido)-5-(trifluoromethyl)phenyl)-carbamoyl)amide